NC=1C(=C(C2=C(CCO2)C1)C=1CC(CN(CC1)C(=O)OC(C)(C)C)O[Si](C)(C)C(C)(C)C)F tert-butyl 5-(5-amino-6-fluoro-2,3-dihydrobenzofuran-7-yl)-3-[tertbutyl(dimethyl)silyl]oxy-2,3,4,7-tetrahydroazepine-1-carboxylate